thieno[3,2-d]Pyrimidine-6-carboxamide N1=CN=CC2=C1C=C(S2)C(=O)N